1-(4-(1-(2,6-dichlorophenyl)azetidin-3-yl)-2,6-dimethylbenzyl)-2-methyl-piperidine-4-carboxylic acid ClC1=C(C(=CC=C1)Cl)N1CC(C1)C1=CC(=C(CN2C(CC(CC2)C(=O)O)C)C(=C1)C)C